N-TERT.-BUTYL-2-PYRROLIDON C(C)(C)(C)N1C(CCC1)=O